OC=1C=C2C(C(=C(OC2=CC1)C1=CC=C(C=C1)O)C)=O 6-hydroxy-2-(4-hydroxyphenyl)-3-methyl-4H-chromen-4-one